5-chloro-2-[[3-(trifluoromethyl)-1H-pyrazol-5-yl]oxy]pyrimidine ClC=1C=NC(=NC1)OC1=CC(=NN1)C(F)(F)F